N-((cis)-3-(5-chloro-2-cyanophenyl)cyclobutyl-3-d)-1-((S)-1-(4-methyl-6-((1R,5S)-2-oxo-3-azabicyclo[3.1.0]hexan-3-yl)pyridin-3-yl)ethyl)-1H-1,2,3-triazole-4-carboxamide ClC=1C=CC(=C(C1)[C@]1(C[C@H](C1)NC(=O)C=1N=NN(C1)[C@@H](C)C=1C=NC(=CC1C)N1C([C@@H]2C[C@@H]2C1)=O)[2H])C#N